1-butylamine C(CCC)N